bromo-1-methyl-imidazole BrC=1N(C=CN1)C